tert-butyl 5-[2-[(8-fluoro-2-methyl-imidazo[1,2-a]pyridin-6-yl)carbamoyl]thieno[2,3-b]pyridin-6-yl]-3,4-dihydro-2H-pyridine-1-carboxylate FC=1C=2N(C=C(C1)NC(=O)C1=CC=3C(=NC(=CC3)C=3CCCN(C3)C(=O)OC(C)(C)C)S1)C=C(N2)C